O1C(=CC=C1)CN 2-furanmethanamine